2-chloro-3-(1H-1,2,3-triazol-4-yl)benzoic acid ClC1=C(C(=O)O)C=CC=C1C=1N=NNC1